2-[(4-chloro-7-pyrazol-1-yl-indazol-1-yl)methoxy]ethyl-trimethyl-silane ClC1=C2C=NN(C2=C(C=C1)N1N=CC=C1)COCC[Si](C)(C)C